O1C=2C(OCC1COCCC(S(=O)(=O)[O-])C)=CSC2.[K+].BrC2=C(C=CC=C2)CCNC(\C=C\C2=CNC1=C(C=CC=C21)OC)=O (E)-N-[2-(2-bromophenyl)ethyl]-3-(7-methoxy-1H-indol-3-yl)prop-2-enamide potassium 3-[(2,3-dihydrothieno[3,4-b]-[1,4]dioxin-2-yl)methoxy]-1-methyl-1-propanesulfonate